COC(C1=C(C=CC=C1F)F)=O 2,6-difluoro-benzoic acid methyl ester